S1C(=NC2=C1C=CC=C2)C2=CC=C(C=C2)Br 1-(2-benzothiazolyl)-4-bromobenzene